ethyl (6-hydroxy-5'-methyl-4-pentyl-2'-(prop-1-en-2-yl)-[1,1'-biphenyl]-2-yl) phenylphosphonate C1(=CC=CC=C1)P(OCC)(OC1=C(C(=CC(=C1)CCCCC)O)C1=C(C=CC(=C1)C)C(=C)C)=O